5-((trans-4-(trifluoromethyl)cyclohexyl)oxy)quinoline FC([C@@H]1CC[C@H](CC1)OC1=C2C=CC=NC2=CC=C1)(F)F